NC1=NC=2C=CC=CC2C2=C1N=C(N2CCCCNC(=O)C2=NC=CN=C2)CC N-(4-(4-amino-2-ethyl-1H-imidazo[4,5-c]quinolin-1-yl)butyl)pyrazine-2-carboxamide